BrC1=CC=C2C=CC(=NC2=C1)NCC1=CC=C(C=C1)OC 7-bromo-N-(4-methoxybenzyl)quinolin-2-amine